2-(2,6-diethyl-4-methylphenyl)Malonamide C(C)C1=C(C(=CC(=C1)C)CC)C(C(=O)N)C(=O)N